ClC1=CC=C(C=C1)C=1N=NC(=C2C1C=NC(=C2)C)NC2CN(CCC2)C 4-(4-chlorophenyl)-7-methyl-N-(1-methylpiperidin-3-yl)pyrido[3,4-d]pyridazin-1-amine